(S)-8-(7-methoxyquinolin-4-yl)-2-(S-methylsulfonimidoyl)-2,8-diazaspiro[4.5]decane COC1=CC=C2C(=CC=NC2=C1)N1CCC2(CCN(C2)[S@@](=O)(=N)C)CC1